(S)-N-(7-((1-acetyl-3-fluoroazetidin-3-yl)ethynyl)-5-methyl-4-oxo-2,3,4,5-tetrahydrobenzo[b][1,4]oxazepin-3-yl)-4-phenoxypyridineamide C(C)(=O)N1CC(C1)(F)C#CC1=CC2=C(OC[C@@H](C(N2C)=O)NC(=O)C2=NC=CC(=C2)OC2=CC=CC=C2)C=C1